palmitoyl-sphingosine phosphate P(=O)(O)(O)O.C(CCCCCCCCCCCCCCC)(=O)C(O)[C@H](N)[C@H](O)\C=C\CCCCCCCCCCCCC